N-(3,5-difluoro-4-((6-methoxy-7-(trifluoromethoxy)quinolin-4-yl)oxy)phenyl)-4-methoxypyridine-3-carboxamide FC=1C=C(C=C(C1OC1=CC=NC2=CC(=C(C=C12)OC)OC(F)(F)F)F)NC(=O)C=1C=NC=CC1OC